C1(CCCCC1)P(C1CCCCC1)C1CCCCC1 tri-cyclohexylphosphine